2-(2-chlorophenyl)-N-((4R,5S,7R,8R,9S,10R)-8,10-dihydroxy-7-(hydroxymethyl)-9-(4-(3,4,5-trifluorophenyl)-1H-1,2,3-triazol-1-yl)-1,6-dioxaspiro[4.5]decan-4-yl)acetamide ClC1=C(C=CC=C1)CC(=O)N[C@@H]1CCO[C@]12O[C@@H]([C@@H]([C@@H]([C@H]2O)N2N=NC(=C2)C2=CC(=C(C(=C2)F)F)F)O)CO